C(#N)C1=C(C=C(C=C1)N1[C@H](O[C@@H](C1)COC1=CC=C(C=C1)NC(=O)[C@H]1N(CCC1)C(=O)OC(C)(C)C)C(F)(F)F)C(F)(F)F t-Butyl (S)-2-((4-(((2R,5S)-3-(4-cyano-3-(trifluoromethyl)phenyl)-2-(trifluoromethyl)oxazolidin-5-yl)methoxy)phenyl)carbamoyl)pyrrolidine-1-carboxylate